NC1=CC=C(C(=O)NC2=C(C=C(C=C2)N)OC)C=C1 4,4'-diamino-2'-methoxybenzanilide